7-methyl-2-morpholino-9-(1-(phenylamino)ethyl)-4H-pyrido[1,2-a]pyrimidin-4-one CC=1C=C(C=2N(C(C=C(N2)N2CCOCC2)=O)C1)C(C)NC1=CC=CC=C1